COC1=CC=C(C=C1)CN1C(C(CCC1=O)N1C(N(C2=C1C=CC=C2[C@@H]2CC(N(CC2)C(=O)OC(C)(C)C)(C)C)C)=O)=O Tert-butyl (4S)-4-[1-[1-[(4-methoxyphenyl) methyl]-2,6-dioxo-3-piperidyl]-3-methyl-2-oxo-benzimidazol-4-yl]-2,2-dimethyl-piperidine-1-carboxylate